FC1=C(C=CC(=C1)F)C1=C(C=CC=C1)C=1N=C2N(C=CC(=C2)C(=O)O)C1 2-(2',4'-difluoro-[1,1'-biphenyl]-2-yl)imidazo[1,2-a]pyridine-7-carboxylic acid